N1=CN=C(C2=C1CCNC2)N2CCN(CC2)C(=O)OC(C)(C)C Tert-butyl 4-(5,6,7,8-tetrahydropyrido[4,3-d]pyrimidin-4-yl)piperazine-1-carboxylate